N-(2-((4-hydroxyphenyl)amino)pyridin-3-yl)-4-methoxybenzenesulfonamide OC1=CC=C(C=C1)NC1=NC=CC=C1NS(=O)(=O)C1=CC=C(C=C1)OC